cyclohex-1-enecarbaldehyde C1(=CCCCC1)C=O